[Ni+2].CC1=NC=CC=C1 (methyl)(pyridine) Nickel (II)